4-bromo-N,N-diethyl-2-((2,2,7-trifluoro-3-oxo-6-(perfluorophenyl)-2,3-dihydro-4H-benzo[b][1,4]oxazin-4-yl)methyl)benzamide BrC1=CC(=C(C(=O)N(CC)CC)C=C1)CN1C2=C(OC(C1=O)(F)F)C=C(C(=C2)C2=C(C(=C(C(=C2F)F)F)F)F)F